[Si](C1=CC=CC=C1)(C1=CC=CC=C1)(C(C)(C)C)OCCCCC[C@H]1N(C(OC1)(C)C)C(=O)OC(C)(C)C tert-butyl (R)-4-(5-((tert-butyldiphenylsilyl)oxy)pentyl)-2,2-dimethyloxazolidine-3-carboxylate